C(C)C1=CC=C2C=NN(C2=C1NC(=O)N=[S@@](=O)(N)C=1SC(=CN1)C(C)(C)O)C |o1:15| (S) or (R)-N'-((6-ethyl-1-methyl-1H-indazol-7-yl)carbamoyl)-5-(2-hydroxypropan-2-yl)thiazole-2-sulfonimidamide